2-methyl-2-[6-[(3R)-3-methylmorpholin-4-yl]-1H-pyrazolo[3,4-b]pyridin-4-yl]propionitrile CC(C#N)(C)C1=C2C(=NC(=C1)N1[C@@H](COCC1)C)NN=C2